N-(bicyclo[1.1.1]pentan-1-yl)-3-(5''-(methylsulfonamido)dispiro[cyclopropane-1,1'-cyclohexane-4',3''-indoline]-1''-carbonyl)benzenesulfonamide C12(CC(C1)C2)NS(=O)(=O)C2=CC(=CC=C2)C(=O)N2CC1(C3=CC(=CC=C23)NS(=O)(=O)C)CCC2(CC1)CC2